Tert-butyl N-[(1S)-2-(3-cyanophenyl)-1-{[(1S,2S)-2-methyl-1-(methylcarbamoyl)butyl]-carbamoyl}ethyl]carbamate C(#N)C=1C=C(C=CC1)C[C@@H](C(N[C@@H]([C@H](CC)C)C(NC)=O)=O)NC(OC(C)(C)C)=O